2-(4-hydroxycyclohexyl)-N-(4-methoxybenzyl)acetamide OC1CCC(CC1)CC(=O)NCC1=CC=C(C=C1)OC